8-chloro-2-[(3R)-3-methylmorpholin-4-yl]-4-(prop-2-yloxy)-1,7-naphthyridine ClC=1N=CC=C2C(=CC(=NC12)N1[C@@H](COCC1)C)OC(C)C